C(#N)C=1C=NN2C1C=C(C=C2)NC(=O)C=2C=NN(C2C(F)(F)F)C2=C1C=CNC(C1=CC=C2)=C=O N-(3-cyanopyrazolo[1,5-a]pyridin-5-yl)-1-(1-carbonyl-1,2-dihydroisoquinolin-5-yl)-5-(trifluoromethyl)-1H-pyrazole-4-carboxamide